C(CCCCCCC\C=C/CCCCCCCC)(=O)OC(CC)(CCCC(C)C)C 3,7-dimethyloctan-3-yl oleate